N1(CCCCC1)C[C@H]1N(CC(CC1)C1=CC=C(C=C1)C(F)(F)F)C1=CC=C(C(=O)O)C=C1 4-((2S)-2-(piperidin-1-ylmethyl)-5-(4-(trifluoromethyl)phenyl)piperidin-1-yl)benzoic acid